FCC(=O)[O-] fluoroethanoate